methyl 2-[tert-butoxycarbonyl-[3-[tert-butyl(dimethyl)silyl]oxypropyl]amino]-5-[3-[4-[3-[tert-butoxycarbonyl(methyl)amino] prop-1-ynyl]-2-fluoro-phenoxy]propyl]thiazole-4-carboxylate C(C)(C)(C)OC(=O)N(C=1SC(=C(N1)C(=O)OC)CCCOC1=C(C=C(C=C1)C#CCN(C)C(=O)OC(C)(C)C)F)CCCO[Si](C)(C)C(C)(C)C